3,5-difluoromethoxybenzoyl chloride FCOC=1C=C(C(=O)Cl)C=C(C1)OCF